trisodium Trisacetate C(C)(=O)[O-].C(C)(=O)[O-].C(C)(=O)[O-].[Na+].[Na+].[Na+]